ClC1=CC2=C(N(C(C(N2C)=O)=O)C2CCN(CC2)C(CC2=C(C=CC=C2)F)=O)N=C1 7-Chloro-4-(1-(2-(2-fluorophenyl)acetyl)piperidin-4-yl)-1-methyl-1,4-dihydropyrido[2,3-b]pyrazine-2,3-dione